(R)-N-(4-fluoro-5-((3-((6-methoxypyrimidin-4-yl)methyl)piperidin-1-yl)methyl)thiazol-2-yl)acetamide FC=1N=C(SC1CN1C[C@H](CCC1)CC1=NC=NC(=C1)OC)NC(C)=O